N1CC(C1)CNCC=1C=C(C2=C(N=C(O2)C=2C(=C(C=CC2)C2=C(C(=CC=C2)C=2OC3=C(N2)C=C(C(=C3)OC(F)F)CN3[C@@H](CCC3)C(=O)O)C)C)C1)C#N ((2-(3'-(5-(((azetidin-3-ylmethyl)amino)methyl)-7-cyanobenzo[d]oxazol-2-yl)-2,2'-dimethyl-[1,1'-biphenyl]-3-yl)-6-(difluoromethoxy)benzo[d]oxazol-5-yl)methyl)-L-proline